7-[4-[cis-5-methyl-2,3,3a,4,6,6a-hexahydropyrrolo[2,3-c]pyrrol-1-yl]-5,6-difluoro-8-(methylamino)-9H-pyrido[2,3-b]indol-3-yl]-1-methyl-4-oxo-quinolizine-3-carboxylic acid CN1C[C@@H]2[C@H](C1)CCN2C2=C(C=NC=1NC3=C(C=C(C(=C3C12)F)F)NC)C1=CN2C(C(=CC(=C2C=C1)C)C(=O)O)=O